CNC(C(=O)O)CCC1=CC=C(C=C1)C(N(OC1OCCCC1)C)=O 2-(Methylamino)-4-(4-(methyl((tetrahydro-2H-pyran-2-yl)oxy)carbamoyl)phenyl)butanoic acid